((1r,4r)-4-(4-(1-(2,6-dioxopiperidin-3-yl)-3-methyl-2-oxo-2,3-dihydro-1H-benzo[d]imidazol-5-yl)phenyl)cyclohexyl)piperazine-1-carboxylic acid tert-butyl ester C(C)(C)(C)OC(=O)N1C(CNCC1)C1CCC(CC1)C1=CC=C(C=C1)C1=CC2=C(N(C(N2C)=O)C2C(NC(CC2)=O)=O)C=C1